OCCCCCCN1C(=O)C=2C3CCC(C2C1=O)C3 N-(6-hydroxyhexyl)-norbornene-2,3-dicarboximide